CC=1N=C(NC1C)C1=NC=CC(=C1)C=1C=NC=C(C1)C(=O)N1C(CCCC1)C 2'-(4,5-Dimethyl-1H-imidazol-2-yl)-5-[(2-methylpiperidin-1-yl)carbonyl]-3,4'-bipyridin